BrC=1C(=C(C=O)C=C(C1)Br)[N+](=O)[O-] 3,5-dibromo-2-nitrobenzaldehyde